(2,6-dimethyl-piperidino)dichloroborane CC1N(C(CCC1)C)B(Cl)Cl